OCCNCC=1C=CC(=NC1)C(=O)NC=1C(=C(C=CC1)C1=C(C(=CC=C1)C1=CC=2N(C=C1)C(=NN2)C2=CC=C(CN1[C@H](CCC1)C(=O)OC(C)(C)C)C=C2)C)C tert-butyl (4-(7-(3'-(5-(((2-hydroxyethyl)amino)methyl)picolinamido)-2,2'-dimethyl-[1,1'-biphenyl]-3-yl)-[1,2,4]triazolo[4,3-a]pyridin-3-yl)benzyl)-D-prolinate